C(C=1C(O)=CC=CC1)(=O)OCC=1C(O)=CC=CC1.[Na] Sodium salicyl salicylate